(6-amino-5-ethyl-3-pyridyl)-2-[(2R,5S)-2-(1H-indazol-4-yl)-5-methyl-1-piperidyl]-2-oxo-acetamide NC1=C(C=C(C=N1)NC(C(=O)N1[C@H](CC[C@@H](C1)C)C1=C2C=NNC2=CC=C1)=O)CC